COC1=CC(=C(C(=O)OC)C=C1OCCCNC(CC1=CC(=C(C(=C1)OC)OC)OC)=O)[N+](=O)[O-] Methyl 4-methoxy-5-(3-(2-(3,4,5-trimethoxyphenyl) acetamido) propoxy)-2-nitrobenzoate